diethyl [3-(3,4-dimethoxyanilino)propyl]phosphonate COC=1C=C(NCCCP(OCC)(OCC)=O)C=CC1OC